3-(3-((6-((1S,3R)-2-(bicyclo[1.1.1]pentan-1-yl)-3-methyl-2,3,4,9-tetrahydro-1H-pyrido[3,4-b]indol-1-yl)pyridin-3-yl)amino)azetidin-1-yl)propanenitrile C12(CC(C1)C2)N2[C@@H](C=1NC3=CC=CC=C3C1C[C@H]2C)C2=CC=C(C=N2)NC2CN(C2)CCC#N